C(C)(CC)OC(C)=O.C(C=C)(=O)O acrylic acid sec-butyl-acetate